C1(=CC=CC=2C3=CC=CC=C3CC12)COC(=O)N[C@@H](CCCCN)C(=O)O fluorenylmethoxycarbonyl-lysine